[Nb+5].C(C=C)(=O)[O-].C(C=C)(=O)[O-].C(C=C)(=O)[O-].C(C=C)(=O)[O-].C(C=C)(=O)[O-] acrylic acid niobium salt